OC1=C(N=C(C2=CC(=CC=C12)OC1=CC=CC=C1)CN(C)OC)C(=O)NCC(=O)OC methyl (4-hydroxy-1-((methoxy(methyl)amino)methyl)-7-phenoxyisoquinoline-3-carbonyl)glycinate